COC1=CC=C2C(C=C(OC2=C1)C1=CC(=CC=C1)OC1=CC=CC=C1)=O 7-methoxy-2-(3-phenoxyphenyl)-4H-chromen-4-one